NC=1C=NN(C1)[C@H](C(=O)OC)C methyl (2S)-2-(4-amino-1H-pyrazol-1-yl)propanoate